COC(=O)C1=C(N(C(C=C1I)=O)C)Cl 2-chloro-4-iodo-1-methyl-6-oxo-1,6-dihydropyridine-3-carboxylic acid methyl ester